FC1CN(C1)CCC=1N=C(C(N(C1)[C@H](C(=O)O)CC(C)C)=O)C (S)-2-(5-(2-(3-fluoroazetidin-1-yl)ethyl)-3-methyl-2-oxopyrazin-1(2H)-yl)-4-methylpentanoic acid